BrC1=CC=C(C2=C(C=CC=C12)Br)Br 1,4,5-tribromonaphthalene